N1OC(CCO1)N1OC2=CC=CC(=C2O1)OCCCCCCCC(=O)O 8-((2-(2,6-dioxapiperidin-3-yl)-1,3-dioxaisoindolin-4-yl)oxy)octanoic acid